2-((1S,4R)-bicyclo[2.2.1]Hept-2-yl)ethan-1-ol [C@H]12C(C[C@H](CC1)C2)CCO